BrC=1C(=C2C=NNC2=C(C1)Br)OC 5,7-dibromo-4-methoxy-1H-indazole